O(C1=CC=CC=C1)C1=CC=C(C=C1)C1=CN(C=2N=CN=C(C21)N)[C@@H]2CC[C@@H](CC2)N2CCSCC2 5-(4-phenoxyphenyl)-7-((cis)-4-thiomorpholinocyclohexyl)-7H-pyrrolo[2,3-d]pyrimidin-4-amine